ClC=1C=C(C=C(C1)Cl)C12OCC(CO1)CO2 1-(3,5-dichlorophenyl)-2,6,7-trioxabicyclo[2.2.2]octane